14-pentadecenal C(CCCCCCCCCCCCC=C)=O